N1N=CC(=C1)C1=CC=C(C=C1)NC1=NC(=NC(=C1C)C)N1CCNCCC1 N-(4-(1H-pyrazol-4-yl)phenyl)-2-(1,4-diazepan-1-yl)-5,6-dimethylpyrimidin-4-amine